dec-anedicarboxylic acid C(CCCCCCCCC)(C(=O)O)C(=O)O